N=1N=C(NC1)COCC1=CC=C(C=C1)C#CC1=CC=C(C=C1)C1=CC(=NO1)CN1C(=NC=C1)[C@H](C)OC1OCCCC1 5-(4-((4-(((4H-1,2,4-triazol-3-yl)methoxy)methyl)phenyl)ethynyl)phenyl)-3-((2-((1S)-1-((tetrahydro-2H-pyran-2-yl)oxy)ethyl)-1H-imidazol-1-yl)methyl)isoxazole